NC1=NC2=CC=C(C=C2C=C1C)C(=O)N(CC1=NC=C(C=C1)C(F)(F)F)[C@H]1CCC[C@@H]2[C@H]1CCO2 2-amino-3-methyl-N-((3aS,4S,7aR)-octahydro-1-benzofuran-4-yl)-N-((5-(trifluoromethyl)-2-pyridinyl)methyl)-6-quinolinecarboxamide